4-(METHYLSULFINYL)BENZALDEHYDE CS(=O)C1=CC=C(C=O)C=C1